C1(CCCC1)C(=O)N cyclopentane-1-carboxamide